methyl (S)-2-(3-aminopropyl)-4-(4-(2-(4-(4-chlorophenyl)-2,3,9-trimethyl-6H-thieno[3,2-f][1,2,4]triazolo[4,3-a][1,4]diazepin-6-yl)acetamido)butanamido)benzoate hydrochloride Cl.NCCCC1=C(C(=O)OC)C=CC(=C1)NC(CCCNC(C[C@H]1C=2N(C3=C(C(=N1)C1=CC=C(C=C1)Cl)C(=C(S3)C)C)C(=NN2)C)=O)=O